Tert-butyl 5-[[3-fluoro-4-[[3-imino-3-(methylamino)propanoyl]amino]phenyl]sulfonyl-[(4-methoxyphenyl)methyl]amino]thiazole-4-carboxylate FC=1C=C(C=CC1NC(CC(NC)=N)=O)S(=O)(=O)N(C1=C(N=CS1)C(=O)OC(C)(C)C)CC1=CC=C(C=C1)OC